1-(4-fluorobenzyl)-N5-((1R,2R)-2-(hydroxymethyl)cyclopropyl)-N3-methyl-2-oxo-1,2-dihydropyridine-3,5-dicarboxamide FC1=CC=C(CN2C(C(=CC(=C2)C(=O)N[C@H]2[C@@H](C2)CO)C(=O)NC)=O)C=C1